(R)-N-(6-fluoro-8-methylisoquinolin-1-yl)-6-(1-(2-methoxyethyl)-1H-1,2,3-triazol-4-yl)-N-(piperidin-3-yl)nicotinamide FC=1C=C2C=CN=C(C2=C(C1)C)N(C(C1=CN=C(C=C1)C=1N=NN(C1)CCOC)=O)[C@H]1CNCCC1